COC1C(C(C1OC)N)N 3,4-dimethoxycyclobutane-1,2-diamine